CNC(OCC(=O)N[C@@H]1CC[C@H](CC1)C(N(C[C@@H]1CC[C@H](CC1)C1=CC(=C(C=C1)OC)C)C1=CC(=CC=C1)C=1C=NN(C1)C1CC1)=O)=O 2-((trans-4-((3-(1-Cyclopropyl-1H-pyrazol-4-yl)phenyl)((trans-4-(4-methoxy-3-methylphenyl)cyclohexyl)methyl)carbamoyl)-cyclohexyl)amino)-2-oxoethyl methylcarbamate